ClC=1C=C2C=NNC2=C(C1C)C1=C2C(=NC(=C1F)N1CC3(CN(C3)C(C=C)=O)CC1)CC(OC2)(C)C 1-(6-(4-(5-chloro-6-methyl-1H-indazol-7-yl)-3-fluoro-7,7-dimethyl-7,8-dihydro-5H-pyrano[4,3-b]pyridin-2-yl)-2,6-diazaspiro[3.4]octan-2-yl)-2-propen-1-one